N-(3-aminopropyl)-3-(5-(4-fluorophenyl)-1H-imidazol-2-yl)-1H-indazole-5-carboxamide NCCCNC(=O)C=1C=C2C(=NNC2=CC1)C=1NC(=CN1)C1=CC=C(C=C1)F